tert-butyl 5-{[5-({4-[4-(methoxycarbonyl)-6-methylpyridin-2-yl]-2-methylpyrazol-3-yl} oxy) pentyl] amino}-6-nitro-3,4-dihydro-1H-isoquinoline-2-carboxylate COC(=O)C1=CC(=NC(=C1)C)C1=C(N(N=C1)C)OCCCCCNC1=C2CCN(CC2=CC=C1[N+](=O)[O-])C(=O)OC(C)(C)C